COC(=O)C=1N(C(N(C1)C1=NC=C(C(=C1)OC)C#N)=O)C(C)C 1-(5-cyano-4-methoxypyridin-2-yl)-3-isopropyl-2-oxo-2,3-dihydro-1H-imidazole-4-carboxylic acid methyl ester